2-((2-chloro-7,8-dihydro-5H-pyrano[4,3-d]pyrimidin-4-yl)oxy)-1-fluoro-5,6,8,9,10,11-hexahydro-7H-pyrido[3',4':4,5]pyrrolo[2,3-f]isoquinolin-7-one ClC=1N=C(C2=C(N1)CCOC2)OC=2N=CC=1CCC3=C(C1C2F)NC2=C3C(NCC2)=O